3-(6,7-dihydro-4H-pyrazolo[5,1-c][1,4]oxazin-2-yl)-N-(4-methoxybenzyl)-N-methyl-4-((4-(trifluoromethyl)phenyl)amino)benzenesulfonamide N1=C(C=C2COCCN21)C=2C=C(C=CC2NC2=CC=C(C=C2)C(F)(F)F)S(=O)(=O)N(C)CC2=CC=C(C=C2)OC